CC/C=C\\C/C=C\\C/C=C\\CCCCCCCC(=O)OC The molecule is a fatty acid methyl ester derived from alpha-linolenic acid. It has a role as a plant metabolite and an insect attractant. It derives from an alpha-linolenic acid.